[Ba+2].N(CC(=O)[O-])(CC(=O)[O-])CC(=O)[O-].N(CC(=O)[O-])(CC(=O)[O-])CC(=O)[O-].[Ba+2].[Ba+2] nitrilotriacetic acid barium salt